(6,8-dichloro-2-methyl-1,2,3,4-tetrahydroisoquinolin-4-yl)benzenesulfonyl chloride ClC=1C=C2C(CN(CC2=C(C1)Cl)C)C1=C(C=CC=C1)S(=O)(=O)Cl